(propan-2-yl)benzene-1,4-diamine CC(C)C1=C(C=CC(=C1)N)N